3-Chloro-7-[(oxolan-2-yl)methyl]-7H-pyrrolo[2,3-c]pyridazine ClC1=CC2=C(N=N1)N(C=C2)CC2OCCC2